(R)-N-(5-(difluoromethyl)-2-methoxyphenyl)-3-(3-fluoro-4-methylphenyl)-3-(1,2,4-thiadiazol-5-yl)pyrrolidine-1-carbothioamide FC(C=1C=CC(=C(C1)NC(=S)N1C[C@](CC1)(C1=NC=NS1)C1=CC(=C(C=C1)C)F)OC)F